5-chloro-2-(difluoromethyl)-N-((1r,4r)-4-((3-(5-(methyl-amino)pyridin-2-yl)-2-oxo-2,3-dihydro-1H-benzo[d]imidazol-1-yl)methyl)cyclohexyl)nicotinamide ClC=1C=NC(=C(C(=O)NC2CCC(CC2)CN2C(N(C3=C2C=CC=C3)C3=NC=C(C=C3)NC)=O)C1)C(F)F